C1(CC1)CN1C(=NC2=C1C=CC=C2)N2CCC(CC2)OC2=CC=C1C(=NN(C1=C2)C)C2=CC(=CC=C2)F 6-((1-(1-(cyclopropylmethyl)-1H-benzo[d]imidazol-2-yl)piperidin-4-yl)oxy)-3-(3-fluorophenyl)-1-methyl-1H-indazole